FC=1C=C(C=C(C1)C(F)(F)F)CC1CC2(CN(C2)C(=O)N2C[C@H](CC2)C2=NC=NN2)C1 [6-[[3-Fluoro-5-(trifluoromethyl)phenyl]methyl]-2-azaspiro[3.3]heptan-2-yl]-[(3S)-3-(1H-1,2,4-triazol-5-yl)pyrrolidin-1-yl]methanone